FC1=C(OC2=C3C(=NC=C2)N(C=C3C3=C(C(=O)N(C)C)C=CC=C3)COCC[Si](C)(C)C)C(=CC(=C1)[N+](=O)[O-])F 2-[4-(2,6-difluoro-4-nitrophenoxy)-1-{[2-(trimethylsilyl)ethoxy]methyl}-1H-pyrrolo[2,3-b]pyridin-3-yl]-N,N-dimethylbenzamide